ClC=1C=C(\C=C\2/CN(C\C(\C2=O)=C/C2=CC(=C(C=C2)Cl)Cl)C([C@@H](CC2=CC=CC=C2)NC(CCCC(=O)O)=O)=O)C=CC1Cl 5-(((R)-1-(3,5-bis((E)-3,4-dichlorobenzylidene)-4-oxopiperidin-1-yl)-1-oxo-3-phenylpropan-2-yl)amino)-5-oxopentanoic acid